1-(4-(1-methyl-1H-indol-3-yl)pyrimidin-2-yl)benzene-1,2-diamine CN1C=C(C2=CC=CC=C12)C1=NC(=NC=C1)C1(C(C=CC=C1)N)N